OC(CCCC1=CC=CC=C1)COC (4-hydroxy-5-methoxypentyl)benzene